1-(6-chloropyridazin-3-yl)-N-cyclobutyl-3-methylpyrrolidin-3-amine ClC1=CC=C(N=N1)N1CC(CC1)(NC1CCC1)C